BrC(C(CCC(=O)OCC)(F)F)(F)F ethyl 5-bromo-4,4,5,5-tetrafluoropentanoate